COC1=C(C(=CC=C1)OC)N1C(=NC=2C1=NC(=C(N2)C)CS(=O)(=O)N)C2=NC(=CC=C2)OCC (1-(2,6-Dimethoxyphenyl)-2-(6-ethoxypyridin-2-yl)-5-methyl-1H-imidazo[4,5-b]pyrazin-6-yl)methanesulfonamide